(2R,11aS)-8-((1-(3-bromopropyl)cyclopropyl)methoxy)-2-hydroxy-7-methoxy-5-oxo-2,3,11,11a-tetrahydro-1H-benzo[e]pyrrolo[1,2-a][1,4]diazepine-10(5H)-carboxylic acid allyl ester C(C=C)OC(=O)N1C[C@H]2N(C(C3=C1C=C(C(=C3)OC)OCC3(CC3)CCCBr)=O)C[C@@H](C2)O